FC1=C(N)C=CC(=C1C=1N=CC=2N(C1)C=NC2C2=NN=C(N2COCC[Si](C)(C)C)C)F 2,4-difluoro-3-[1-(5-methyl-4-[[2-(trimethylsilyl)ethoxy]methyl]-1,2,4-triazol-3-yl)imidazo[1,5-a]pyrazin-6-yl]aniline